FC(OC1=CC=C(C=C1)N1C[C@H]2[C@H](C1)CN(C2)C2=C(C(N(C1=CC=C(N=C21)Cl)C)=O)C#N)(F)F 4-[(3aR,6aR)-5-[4-(trifluoromethoxy)phenyl]-octahydropyrrolo[3,4-c]pyrrol-2-yl]-6-chloro-1-methyl-2-oxo-1,2-dihydro-1,5-naphthyridine-3-carbonitrile